methyl 2-(4-(benzo[d]thiazol-2-ylmethyl)piperazin-1-yl)-4-propoxybenzoate S1C(=NC2=C1C=CC=C2)CN2CCN(CC2)C2=C(C(=O)OC)C=CC(=C2)OCCC